CC(CC[C@@H](C(=O)O)NCC1=CC=C(C=C1)OC1=CC=CC=C1)(C)C (2S)-5,5-dimethyl-2-{[(4-phenoxyphenyl)methyl]amino}hexanoic acid